spiro[pentalene-2,2'-[1,3]dioxolan]-5(3H)-one O1C2(OCC1)CC1=CC(C=C1C2)=O